Tert-Butyl 4-[5,6-Difluoro-3-(2-{2-[2-(2-hydroxyethoxy)ethoxy]ethoxy}ethoxy)-1-methyl-1H-indole-2-carbonyl]piperazine-1-carbamate FC=1C=C2C(=C(N(C2=CC1F)C)C(=O)N1CCN(CC1)NC(=O)OC(C)(C)C)OCCOCCOCCOCCO